O=C1N(CC1C#N)C1CN(C2=CC=CC=C2C1)C1=CC=C(C=C1)C(F)(F)F 2-oxo-1-(1-(4-(trifluoromethyl)phenyl)-1,2,3,4-tetrahydroquinolin-3-yl)azetidine-3-carbonitrile